9'-bromo-1',2'-dihydro-4'H-spiro[cyclopropane-1,3'-pyrazino[1,2-b]indazole] BrC1=CC2=C3N(N=C2C=C1)CC1(NC3)CC1